ClC1=CC=C(C=C1)C1=NNCC1 3-(4-chlorophenyl)-2-pyrazoline